methyl (Z)-2-(2-(2-(4-((tert-butoxycarbonyl)amino)phenyl)thiazole-4-carboxamido)acrylamido)but-2-enoate C(C)(C)(C)OC(=O)NC1=CC=C(C=C1)C=1SC=C(N1)C(=O)NC(C(=O)N\C(\C(=O)OC)=C/C)=C